3-(4-Chloro-phenyl)-adamantane-1-carboxylic acid (3-hydroxymethyl-phenyl)-amide OCC=1C=C(C=CC1)NC(=O)C12CC3(CC(CC(C1)C3)C2)C2=CC=C(C=C2)Cl